[K].N[C@@H](CCSCC)C(=O)O ethionine potassium